4-(2-chloro-8-iodo-7-methyl-7H-purin-6-yl)morpholine ClC1=NC(=C2N(C(=NC2=N1)I)C)N1CCOCC1